C(C1=CN=CC=C1)N nicotinylAmine